2,2-bis(3,4-epoxycyclohexane-1-yl)propane C1(CC2C(CC1)O2)C(C)(C)C2CC1C(CC2)O1